(R)-6-chloro-N-(1-cyclopropyl-2,2,2-trifluoroethyl)-8-methylimidazo[1,2-b]Pyridazine-3-carboxamide ClC=1C=C(C=2N(N1)C(=CN2)C(=O)N[C@@H](C(F)(F)F)C2CC2)C